S1C=NC2=C1C=C(C=C2)NC2=NC=C1C(=N2)N(N(C1=O)CC=C)C1=NC(=CC=C1)OC1CCNCC1 6-[(1,3-benzothiazol-6-yl)amino]-1-[6-(piperidin-4-yloxy)pyridin-2-yl]-2-(prop-2-en-1-yl)-1H,2H,3H-pyrazolo[3,4-d]pyrimidin-3-one